ethyl 6-(cyanomethyl)-6-[(difluoromethoxy)methyl]-2-acetamido-4,5,6,7-tetrahydro-1-benzothiophene-3-carboxylate C(#N)CC1(CC2=C(C(=C(S2)NC(C)=O)C(=O)OCC)CC1)COC(F)F